(S)-4-((2-hydroxy-1-phenylethyl)amino)-N-isobutyl-2-((1-isopropyl-1H-pyrazolo[4,3-c]pyridin-6-yl)amino)pyrimidine-5-carboxamide OC[C@H](C1=CC=CC=C1)NC1=NC(=NC=C1C(=O)NCC(C)C)NC1=CC2=C(C=N1)C=NN2C(C)C